(3E)-7,7-diethoxy-3-hepten-1-ol C(C)OC(CC/C=C/CCO)OCC